2,6-di-t-butoxycarbonylaminocaproic acid C(C)(C)(C)OC(=O)NC(C(=O)O)CCCCNC(=O)OC(C)(C)C